C(C)C(CCCCC=C)=CC 7-ethyl-1,7-nonadiene